(S)-4-((2-fluoropyridin-3-yl)methyl)-N-(7-((3-hydroxyoxetan-3-yl)ethynyl)-5-methyl-4-oxo-2,3,4,5-tetrahydrobenzo[b][1,4]oxazepin-3-yl)picolinamide FC1=NC=CC=C1CC1=CC(=NC=C1)C(=O)N[C@@H]1C(N(C2=C(OC1)C=CC(=C2)C#CC2(COC2)O)C)=O